FC1=C(C(=CC=C1)F)CC(=O)O 2-(2,6-Difluorophenyl)acetic acid